CNCC(=O)NC(C)(C#CC)C 2-(methylamino)-N-(2-methylpent-3-yn-2-yl)acetamide